3-[4-(5-bromopyridin-2-yl)-1,3-thiazol-2-yl]-9-fluoro-1,3,4,11,12,12a-hexahydropyrido[1,2-b][2]benzazepin-6(2H)-one BrC=1C=CC(=NC1)C=1N=C(SC1)C1CCC2N(C(C3=C(CC2)C=C(C=C3)F)=O)C1